FC1=CC=C(C=C1)C1=NC=C(C#N)C(=C1)N1CCCC1 6-(4-fluorophenyl)-4-(pyrrolidin-1-yl)nicotinonitrile